NCCCCCCC L-1-aminoheptane